CNC=1C=C2CN(CC2=CC1C(F)(F)F)C(=O)OC(C)(C)C Tert-butyl 5-(methylamino)-6-(trifluoromethyl)isoindoline-2-carboxylate